C1(=CC=CC=C1)C1=NN(C=C1)C1=CC(=NC(=N1)OCC=1N=NC=CC1)N1CCOCC1 4-(6-(3-phenyl-1H-pyrazol-1-yl)-2-(pyridazin-3-ylmethoxy)pyrimidin-4-yl)morpholine